FC=1C=C2C(=C(/C(/C2=CC1)=C/C1=CC=C(C=C1)CC1=CC=C(C=C1)F)C)CC(=O)O 2-[(1Z)-5-Fluoro-2-methyl-1-({4-[4-fluorobenzyl]phenyl}methylidene)-1H-inden-3-yl]acetic acid